C(OCC=C)(OOOC(C)(C)C)=O allyl tert-butylperoxy monocarbonate